benzenesulfonic acid, trifluoroacetic acid salt FC(C(=O)O)(F)F.C1(=CC=CC=C1)S(=O)(=O)O